2-(3-((2-methoxy-4-(methylsulfonyl)phenyl)amino)prop-1-yn-1-yl)-N-((1R,4R)-4-(tetrahydro-1H-furo[3,4-c]pyrrol-5(3H)-yl)cyclohexyl)-1-(2,2,2-trifluoroethyl)-1H-indol-4-amine COC1=C(C=CC(=C1)S(=O)(=O)C)NCC#CC=1N(C=2C=CC=C(C2C1)NC1CCC(CC1)N1CC2C(C1)COC2)CC(F)(F)F